1-ethyl-1-heptylpyridinium C(C)[N+]1(CC=CC=C1)CCCCCCC